O=C1NC(CCC1C1=NN(C2=CC(=CC=C12)OCC(=O)NC1COCC1)C)=O 2-((3-(2,6-dioxopiperidin-3-yl)-1-methyl-1H-indazol-6-yl)oxy)-N-(tetrahydro-furan-3-yl)acetamide